2,4,6-tris(N-methyl-4-cyanooxyphenylamino)-1,3,5-triazine CN(C1=NC(=NC(=N1)N(C)C1=CC=C(C=C1)OC#N)N(C)C1=CC=C(C=C1)OC#N)C1=CC=C(C=C1)OC#N